8-(Isoindolin-5-yl)-5,6-dihydro-4H-pyrrolo[3,2,1-ij]quinoline C1NCC2=CC(=CC=C12)C=1C=C2CCCN3C2=C(C1)C=C3